(6-(3-(1H-pyrazol-1-yl)-7,8-dihydro-1,6-naphthyridin-6(5H)-yl)-5-methylpyridazin-3-yl)(pyrrolidin-1-yl)methanone N1(N=CC=C1)C=1C=NC=2CCN(CC2C1)C1=C(C=C(N=N1)C(=O)N1CCCC1)C